1,3-bis(3-methoxypropyl)-2-methyl-imidazolium methacrylate C(C(=C)C)(=O)[O-].COCCCN1C(=[N+](C=C1)CCCOC)C